N-(6-(trifluoromethyl)pyrimidin-4-yl)indolin-6-carboxamid FC(C1=CC(=NC=N1)NC(=O)C1=CC=C2CCNC2=C1)(F)F